BrC=1C(=O)NC(C1)=O BROMo-MALEIMIDE